BrC=1C(=C(C=CC1)C1=NN2C(C=CC(=C2)CCl)=N1)C 2-(3-bromo-2-methyl-phenyl)-6-(chloromethyl)-[1,2,4]triazolo[1,5-a]pyridine